4-((6-((6-cyclopropylpyridin-3-yl)methoxy)-5-ethoxypyridin-3-yl)methyl)-N-methylpyridine-2-carboxamide C1(CC1)C1=CC=C(C=N1)COC1=C(C=C(C=N1)CC1=CC(=NC=C1)C(=O)NC)OCC